CS(=O)(=O)N1CCC(CC1)C1=NC(=NC2=C(C=CC=C12)C1CC2(CCNC2)CC1)N (1-(methylsulfonyl)piperidin-4-yl)-8-(2-azaspiro[4.4]non-7-yl)quinazolin-2-amine